4'-(hept-6-yn-1-yloxy)-[1,1'-biphenyl]-4-amine C(CCCCC#C)OC1=CC=C(C=C1)C1=CC=C(C=C1)N